3-benzyl-1-biphenyl-4-yl-1-(trans-4-((5-cyanopyridin-2-yl)amino)cyclohexyl)urea C(C1=CC=CC=C1)NC(N([C@@H]1CC[C@H](CC1)NC1=NC=C(C=C1)C#N)C1=CC=C(C=C1)C1=CC=CC=C1)=O